COC1=CC=C(CNC=2C=3N(C4=CC(=CC=C4N2)C(=O)O)C(=NC3)C)C=C1 4-((4-methoxybenzyl)amino)-1-methylimidazo[1,5-a]quinoxalin-8-carboxylic acid